(5aR,5bS,7aS,8S,10aS,10bR)-2-(butylamino)-5a,7a-dimethyl-5,5a,5b,6,7,7a,8,9,10,10a,10b,11-dodecahydro-4H-cyclopenta[7,8]phenanthro[2,1-d]thiazol-8-ol C(CCC)NC=1SC2=C(N1)CC[C@@]1([C@H]3CC[C@]4([C@H]([C@@H]3CC=C12)CC[C@@H]4O)C)C